C1(CC1)S(=O)(=O)N1CCC(CC1)NC1=NC=C(C=N1)C(F)(F)F N-(1-(cyclopropylsulfonyl)piperidin-4-yl)-5-(trifluoromethyl)pyrimidin-2-amine